C(C=C)[Pd-2](=C1N(C=CN1C1=C(C=CC=C1C(C)C)C(C)C)C1=C(C=CC=C1C(C)C)C(C)C)Cl Allylchloro[1,3-bis(2,6-diisopropylphenyl)-imidazol-2-yliden]palladium(II)